ClC=1C=CC(=C(C1)[C@H]1C[C@H](C1)NC(=O)C=1N=NN(C1)[C@@H](C)C1=CC=C2C3(CNCC2=C1)CC3)C#N N-((cis)-3-(5-Chloro-2-cyanophenyl)cyclobutyl)-1-((S)-1-(2',3'-dihydro-1'H-spiro[cyclopropane-1,4'-isoquinolin]-7'-yl)ethyl)-1H-1,2,3-triazole-4-carboxamide